N-[(E)-3-fluoro-2-[[2-[(3S)-3-hydroxypyrrolidin-1-yl]pyrimidin-5-yl]oxymethyl]allyl]carbamic acid tert-butyl ester C(C)(C)(C)OC(NC/C(=C\F)/COC=1C=NC(=NC1)N1C[C@H](CC1)O)=O